2-((4-chloro-5-fluoro-2-(2-methoxy-7-methylquinoxalin-5-yl)benzo[d]thiazol-6-yl)oxy)-N-methylethylamine ClC1=C(C(=CC2=C1N=C(S2)C2=C1N=CC(=NC1=CC(=C2)C)OC)OCCNC)F